2-isopropyl-5-methyl-N-(2-(pyridine-4-yl)ethyl)cyclohexanecarboxamide C(C)(C)C1C(CC(CC1)C)C(=O)NCCC1=CC=NC=C1